C1(OC(C2=C1C=CC=C2)=O)=O 1,3-dihydro-2-benzofuran-1,3-dione